C12(CC3CC(CC(C1)C3)C2)C2=CC(=CC3=CC=CC=C23)N 4-(adamantan-1-yl)-N-(2-naphthyl)amine